N[C@@H](C(=O)N[C@@H](CCCC1=CC=CC=C1)B1OC(C(O1)(C)C)(C)C)CSC1=CC=CC=C1 (2S)-2-amino-N-[(1R)-4-phenyl-1-(tetramethyl-1,3,2-dioxaborolan-2-yl)butyl]-3-(phenylsulfanyl)propanamide